C1(CC1)S(=O)(=O)N1N=CC(=C1)C1=NC=CC(=N1)C1(NC=C(C(=C1)NC1CCC(CC1)NCCF)C#CC=1C=NN(C1)CC(F)(F)F)N 2-(2-(1-(Cyclopropylsulfonyl)-1H-pyrazol-4-yl)pyrimidin-4-yl)-N4-((1s,4s)-4-((2-fluoroethyl)amino)cyclohexyl)-5-((1-(2,2,2-trifluoroethyl)-1H-pyrazol-4-yl)ethynyl)pyridine-2,4-diamine